FC=1C=C2C=C(N(C2=CC1F)CCO)CO (S)-2-(5,6-difluoro-2-(hydroxymethyl)indol-1-yl)ethan-1-ol